CN1[C@@H]([C@H](CC1=O)C(NCCC(NCCOCCOCCC(=O)OC(C)(C)C)=O)=O)C=1C=NC=CC1 tert-Butyl 1-((2S,3S)-1-methyl-5-oxo-2-(pyridin-3-yl)pyrrolidin-3-yl)-1,5-dioxo-9,12-dioxa-2,6-diazapentadecan-15-oate